ClC1=CC(=C(C=N1)C1=NC=C(C=C1F)CN1[C@H]([C@@H](C1)CS(=O)(=O)C)C)N[C@H](CCO)C (S)-3-((6'-Chloro-3-fluoro-5-(((2S,3R)-2-methyl-3-((methylsulfonyl)methyl)azetidin-1-yl)methyl)-[2,3'-bipyridin]-4'-yl)amino)butan-1-ol